Tert-butyl 5-(hydroxymethyl)-1H-indole-1-carboxylate OCC=1C=C2C=CN(C2=CC1)C(=O)OC(C)(C)C